FC1=C(C=CC(=C1)[N+](=O)[O-])CO 2-fluoro-4-nitrophenyl-methanol